dioleyl hydrogen phosphate P(=O)(OCCCCCCCC\C=C/CCCCCCCC)(OCCCCCCCC\C=C/CCCCCCCC)O